C(CCC)C1CCC(CC1)OC=1C=C2C=CC(=CC2=CC1)CN1CCCCC1 1-((6-(4-Butylcyclohexyloxy)naphthalen-2-yl)methyl)piperidin